CNC1=C(C=CC=C1C1=NOC(=N1)C(C)C)F methyl-2-fluoro-6-(5-isopropyl-1,2,4-oxadiazol-3-yl)aniline